Cyclobutan-2-one C1C(CC1)=O